5-(cyclopropanecarboxamido)-N-(2-methoxy-3-(1-methyl-1H-1,2,4-triazol-3-yl)phenyl)pyrazolo[1,5-a]pyrimidine-3-carboxamide C1(CC1)C(=O)NC1=NC=2N(C=C1)N=CC2C(=O)NC2=C(C(=CC=C2)C2=NN(C=N2)C)OC